CC1(CCC2=C(N=C(S2)C(=O)OCC)C1)C ethyl 5,5-dimethyl-4,5,6,7-tetrahydrobenzo[d]thiazole-2-carboxylate